NCC1=NNC(C2=CC=C(C=C12)C=1C=NN(C1C1=CN(C=2N1C(C=CC2)=O)C)C)=O 4-(aminomethyl)-6-[1-methyl-5-(1-methyl-5-oxo-imidazo[1,2-a]pyridin-3-yl)pyrazol-4-yl]-2H-phthalazin-1-one